3-(4-(2-((1-(4-((1R,2S)-6-hydroxy-2-phenyl-1,2,3,4-tetrahydronaphthalen-1-yl)phenyl)piperidin-4-yl)methyl)-2-azaspiro[3.3]heptan-6-yl)phenyl)piperidine-2,6-dione OC=1C=C2CC[C@@H]([C@@H](C2=CC1)C1=CC=C(C=C1)N1CCC(CC1)CN1CC2(C1)CC(C2)C2=CC=C(C=C2)C2C(NC(CC2)=O)=O)C2=CC=CC=C2